N-[(4S)-3,4-dihydro-2H-benzopyran-4-yl]-4-(tetrahydro-2H-pyran-4-yl)-8-(2,3,5-trifluorophenyl)quinoline-3-carboxamide ethyl-2-(3-bromo-5-fluoro-2-pyridyl)propanedioate C(C)OC(C(C(=O)O)C1=NC=C(C=C1Br)F)=O.O1CC[C@@H](C2=C1C=CC=C2)NC(=O)C=2C=NC1=C(C=CC=C1C2C2CCOCC2)C2=C(C(=CC(=C2)F)F)F